ClC=1C=C(C(N(C1)C)=O)N1C(C=2N=C(N(C2[C@@H]1C1=CC=C(C=C1)Cl)C(C)C)C=1C(=NC(=NC1)OC)OC)=O (4S)-5-(5-chloro-1-methyl-2-oxopyridin-3-yl)-4-(4-chlorophenyl)-2-(2,4-dimethoxypyrimidin-5-yl)-3-propan-2-yl-4H-pyrrolo[3,4-d]imidazol-6-one